ethyl 2-{8-[(3-bromobenzyl)thio]-1,3-dimethyl-2,6-dioxo-1,2,3,6-tetrahydro-7H-purin-7-yl}butanoate BrC=1C=C(CSC2=NC=3N(C(N(C(C3N2C(C(=O)OCC)CC)=O)C)=O)C)C=CC1